NCCOCCNC12CC3CC(CC(C1)C3)C2 (1s,3s)-N-(2-(2-aminoethoxy)ethyl)adamantan-1-amine